1-allyloxy-4-bromobenzene C(C=C)OC1=CC=C(C=C1)Br